C(#N)C1=NC2=CC=C(C(=C2C=C1C#N)C#N)C#N 2,3,5,6-tetracyanoquinoline